FC1(CCN(CC1)C=1OC2=CC=C(C=C2C(C1C)=O)C)F 2-(4,4-difluoropiperidin-1-yl)-3,6-dimethyl-4H-chromen-4-one